OCCN1CNCNC1 (2-hydroxyethyl)-hexahydroS-triazine